(S)-tert-butyl 2-((tert-butoxycarbonyl)amino)-4-((S)-4,4,4-trifluoro-N-pivaloylbutylsulfonimidoyl)butanoate C(C)(C)(C)OC(=O)N[C@H](C(=O)OC(C)(C)C)CC[S@](=O)(=NC(C(C)(C)C)=O)CCCC(F)(F)F